N-(4-isopropoxypyridin-2-yl)-5-(5-methoxypyridin-2-yl)-1,3,4-thiadiazol-2-amine C(C)(C)OC1=CC(=NC=C1)NC=1SC(=NN1)C1=NC=C(C=C1)OC